(5Z)-2-{[tert-butyl-(diphenyl)silyl]oxy}tetradecan-5-en-1-ol C(C)(C)(C)[Si](OC(CO)CC\C=C/CCCCCCCC)(C1=CC=CC=C1)C1=CC=CC=C1